(3S,4S)-(phenylmethyl)-3,4-pyrrolidinediol C1(=CC=CC=C1)CN1C[C@@H]([C@H](C1)O)O